BrC=1C=2N(C=CC1)C(=C(N2)C#CCNC2=C(C=C(C=C2)S(=O)(=O)C)OC)SC(F)(F)F N-(3-{8-bromo-3-[(trifluoromethyl)sulfanyl]imidazo[1,2-a]pyridin-2-yl}prop-2-yn-1-yl)-4-methanesulfonyl-2-methoxyaniline